FCCCCCN1C=C(C2=CC=CC=C12)C(=O)NC(C(=O)OC)CC1=CC=CC=C1 methyl 2-[[1-[5-fluoropentyl] indole-3-carbonyl] amino]-3-phenylpropionate